mono-n-butyl-maleic acid maleate C(\C=C/C(=O)O)(=O)O.C(CCC)/C(/C(=O)O)=C/C(=O)O